C(CC)(=O)N1CC(C1)CNC(=O)NC1=CC=C(C=C1)OC(F)(F)F 1-((1-propionylazetidin-3-yl)methyl)-3-(4-(trifluoromethoxy)phenyl)urea